O1C=CC2=C1CCCC2=O 6,7-dihydro-4(5H)-benzofuranone